3-(1,3-dimethylpyrazol-4-yl)-6-(2,5,6-trimethylpyrimidin-4-yl)-7,8-dihydro-5H-1,6-naphthyridine CN1N=C(C(=C1)C=1C=NC=2CCN(CC2C1)C1=NC(=NC(=C1C)C)C)C